(+)-(R)-N-[2-hydroxy-3-(1-piperidinyl)-propoxy]-pyridin-1-oxide OC(CO[N@@+]1(CC=CC=C1)[O-])CN1CCCCC1